N1=CN=C2N1C=C(C=N2)C=2N=CC1=C(N2)SC(=C1)C1(CC(C1)C(F)(F)F)O cis-1-(2-([1,2,4]triazolo[1,5-a]pyrimidin-6-yl)thieno[2,3-d]pyrimidin-6-yl)-3-(trifluoromethyl)cyclobutan-1-ol